1-((isobutyryloxy)methyl)-4-((4'-(trifluoromethoxy)-[1,1'-biphenyl]-4-yl)thio)-1H-1,2,3-triazole-5-carboxylic acid C(C(C)C)(=O)OCN1N=NC(=C1C(=O)O)SC1=CC=C(C=C1)C1=CC=C(C=C1)OC(F)(F)F